C1(CC1)C1=C(C(=NO1)C1=C(C=CC=C1)C(F)(F)F)COC12CCC(CC1)(CC2)C=2SC1=C(N2)C(=CC=C1)F 2-(4-((5-Cyclopropyl-3-(2-(trifluoromethyl)phenyl)isoxazol-4-yl)methoxy)bicyclo[2.2.2]octan-1-yl)-4-fluorobenzo[d]thiazol